4-((3,4-dichloro-2-fluorophenyl)amino)-7-methoxy-6-(piperidin-4-yloxy)quinoline-3-carbonitrile ClC=1C(=C(C=CC1Cl)NC1=C(C=NC2=CC(=C(C=C12)OC1CCNCC1)OC)C#N)F